C(CCC\C=C/CCCCCC)O (Z)-5-dodecen-1-ol